4-Hydroxy-hexacosanoic acid OC(CCC(=O)O)CCCCCCCCCCCCCCCCCCCCCC